N[C@@H](CO)CN1N=C(C=C1)C1=CC=C(C=C1)OC1=NC=C(C=C1F)C1=CC=NN1 (R)-2-amino-3-(3-(4-((3-fluoro-5-(1H-pyrazol-5-yl)pyridin-2-yl)oxy)phenyl)-1H-pyrazol-1-yl)propan-1-ol